ClC1=NC(=CC(=N1)Cl)C=C 2,4-dichloro-6-vinyl-pyrimidine